[N+](=O)([O-])C1=CC=2C=3C(=C4C(=C(C3NC2C=C1)C)C=CN=C4)C 9-nitro-5,11-dimethyl-6H-pyrido[4,3-b]carbazole